C(C)OC(CCCCCCCCCCCCC\C=C/CC)=O (Z)-15-octadecenoic acid ethyl ester